(R,5S)-1,2,3,4,5,6-hexahydro1,5-methano-8H-pyrido[1,2-a](1,5)diazocin-8-one [C@H]12C=3N(C[C@H](CNC1)C2)C(C=CC3)=O